tert-Butyl 2-amino-3-(5-bromobenzo[d]thiazol-2-yl)-4,5-dihydrothieno[2,3-c]pyridine-6(7H)-carboxylate NC1=C(C2=C(CN(CC2)C(=O)OC(C)(C)C)S1)C=1SC2=C(N1)C=C(C=C2)Br